CC1=C(C(=O)NC=2C(=CC(=C(C2)CC(=O)O)N2CC(CC2)=O)C(F)(F)F)C(=CC(=C1)OCCC1=CC=CC=C1)C [5-{[2,6-dimethyl-4-(2-phenylethoxy)benzoyl]amino}-2-(3-oxo-1-pyrrolidinyl)-4-(trifluoromethyl)phenyl]acetic acid